C(C)(C)(C)OC1=NC(=NC2=C(C(=C(C=C12)C1CC1)C=1C2=CN(N=C2C=C(C1C)F)C(C1=CC=CC=C1)(C1=CC=CC=C1)C1=CC=CC=C1)OCC1=CC=C(C(=O)OC(C)(C)C)C=C1)OCC(CN(C)C)(C)C Tert-butyl 4-[({4-tert-butoxy-6-cyclopropyl-2-[3-(dimethylamino)-2,2-dimethylpropoxy]-7-[6-fluoro-5-methyl-2-(triphenylmethyl)-2H-indazol-4-yl]quinazolin-8-yl}oxy)methyl]benzoate